chloride tetra-hydrate O.O.O.O.[Cl-]